BrC=1NC2=CC(=CC=C2C1C1CC(CCC1)NC(OCC1=CC=CC=C1)=O)C(NC)=O Benzyl (3-(2-bromo-6-(methylcarbamoyl)-1H-indol-3-yl)cyclohexyl)carbamate